S1N=CN=C1N 1,2,4-thiadiazole-5-amine